(S)-1-(2-(1-(4-((2,3-difluorobenzyl)oxy)phenyl)-8-methylimidazo[1,5-a]pyrazin-3-yl)piperidin-1-yl)prop-2-en-1-one FC1=C(COC2=CC=C(C=C2)C=2N=C(N3C2C(=NC=C3)C)[C@H]3N(CCCC3)C(C=C)=O)C=CC=C1F